CC1=C(C(=CC=C1)C)C(C(=O)OCC)=O ethyl 2-(2,6-dimethylphenyl)-2-oxoacetate